C(C)/C=C(/C(=O)N)\C1=CC=C(C=C1)O ethyl-(E)-2-(4-hydroxy-phenyl)acrylamide